(11R)-11-isobutyl-2,2-dioxo-9-oxa-2λ6-thia-3,5,12,19-tetrazatricyclo[12.3.1.14,8]nonadeca-1(18),4,6,8(19),14,16-hexaen-13-one C(C(C)C)[C@@H]1COC=2C=CN=C(NS(C=3C=CC=C(C(N1)=O)C3)(=O)=O)N2